ClC1=CC=C(C=C1)C1=CC(=NN1CC1=C(C=CC=C1)Cl)COC(C(=O)N)(C)C 2-[[5-(4-Chlorophenyl)-1-[(2-chlorophenyl)methyl]pyrazol-3-yl]methoxy]-2-methyl-propanamide